Benzyl 6-oxo-8-azabicyclo[3.2.1]octane-8-carboxylate O=C1C2CCCC(C1)N2C(=O)OCC2=CC=CC=C2